C(C)NCCCC(C)N N1-Ethyl-pentane-1,4-diamine